NC=1C=C(C=C(C1)C(F)(F)F)[C@@H](C)NC=1C=2C=C(C=NC2C=NC1)N1CCN(CC1)CC (R)-N-(1-(3-amino-5-(trifluoromethyl)phenyl)ethyl)-3-(4-ethylpiperazin-1-yl)-1,7-naphthyridin-5-amine